[Fe].[Cu].[Co].[Ni].[Ru] ruthenium nickel cobalt copper iron